(R)-N-(1-(4-Fluorophenyl)ethyl)-3,3-bis(3-methoxyphenyl)-N-(2-(pyrrolidin-1-yl)ethyl)prop-2-en-1-amine FC1=CC=C(C=C1)[C@@H](C)N(CC=C(C1=CC(=CC=C1)OC)C1=CC(=CC=C1)OC)CCN1CCCC1